FC1=C(C=CC(=C1)F)C1=NC(=CC=2C1=NC=C(N2)C)C2CC(OCC2)C=2C=NN(C2)C2CC2 5-(2,4-difluorophenyl)-2-methyl-7-[2-(1-cyclopropylpyrazol-4-yl)tetrahydropyran-4-yl]pyrido[3,4-b]pyrazine